BrC=1C=C2C(=NC1)N(N=C2C(=O)C=2C(=C(C=CC2F)NS(=O)(=O)CC2=CC=CC=C2)F)C2OCCN2 N-[3-[5-bromo-1-(oxazolidin-2-yl)pyrazolo[3,4-b]pyridine-3-carbonyl]-2,4-difluorophenyl]-1-phenylmethanesulfonamide